N-((S)-1,1-dicyclohexyl-3-((4-((S)-1-(3,3-difluoropyrrolidin-1-yl)-1-oxopropan-2-yl)-2-fluorophenyl)amino)-3-oxopropan-2-yl)-1-isopropyl-1H-pyrazole-5-carboxamide C1(CCCCC1)C([C@@H](C(=O)NC1=C(C=C(C=C1)[C@@H](C(=O)N1CC(CC1)(F)F)C)F)NC(=O)C1=CC=NN1C(C)C)C1CCCCC1